ethyl 2-(5-(7-bromoquinolin-4-yl) thiophen-2-ylsulfanyl)-2-methylpropionate BrC1=CC=C2C(=CC=NC2=C1)C1=CC=C(S1)SC(C(=O)OCC)(C)C